(±)-N-[(1H-benzimidazol-2-yl)methyl]-6-cyclopropyl-1-[oxolan-3-yl]-1H-pyrazolo[3,4-b]pyrazin-3-amine N1C(=NC2=C1C=CC=C2)CNC2=NN(C1=NC(=CN=C12)C1CC1)[C@H]1COCC1 |r|